BrC1=CC=2N(C(C(=C(N2)CN(C(OC(C)(C)C)=O)C[C@H]2NC(CC2)=O)C)=O)C=C1 (S)-tert-butyl ((8-bromo-3-methyl-4-oxo-4H-pyrido[1,2-a]pyrimidin-2-yl)methyl)((5-oxopyrrolidin-2-yl)methyl)carbamate